Bis(2-methyl-1-naphthyl)-4-propylphenylphosphin oxid CC1=C(C2=CC=CC=C2C=C1)P(C1=CC=C(C=C1)CCC)(C1=C(C=CC2=CC=CC=C12)C)=O